5-cyanophenylboronic acid C(#N)C=1C=CC=C(C1)B(O)O